furfural-d C(C1=C(C=CO1)[2H])=O